[N+](=[N-])=CC(CC[C@@H](C(SC(C)C)=O)NC([C@H](C)S(=O)(=O)C)=O)=O S-isopropyl (S)-6-diazo-2-((S)-2-(methylsulfonyl)propanamido)-5-oxohexanethioate